BrC1=CC=C2C(=NN(C2=C1)C)C(=O)N[C@@H](C=1NC2=CC=CC=C2C1)C1=C(C=CC(=C1)F)O |r| (±)-6-bromo-N-((5-fluoro-2-hydroxyphenyl)(1H-indol-2-yl)methyl)-1-methyl-1H-indazole-3-carboxamide